C(C)(C)(C)OC(=O)NC(C(=O)O)(C)C 2-(t-Butoxycarbonylamino)-2-methylpropionic acid